BrC=1N=C2N(N=CC=C2)C1 2-bromoimidazo[1,2-b]pyridazine